3-[2-(2,6-dimethyl-4-pyridyl)-3-methyl-1H-indol-6-yl]-5,6,7,8-tetrahydro-1,7-naphthyridine CC1=NC(=CC(=C1)C=1NC2=CC(=CC=C2C1C)C=1C=NC=2CNCCC2C1)C